P(=O)(O)(O)O.CC1=CC(=NN1)C dimethyl-pyrazole phosphate salt